6-[2-[[1-[2-(aminomethyl)-3,3-difluoro-allyl]-5-oxo-1,2,4-triazol-4-yl]methyl]benzothiophen-5-yl]-8-methyl-3,4-dihydro-1H-quinolin-2-one NCC(CN1N=CN(C1=O)CC=1SC2=C(C1)C=C(C=C2)C=2C=C1CCC(NC1=C(C2)C)=O)=C(F)F